N-(tert-butoxycarbonyl)-L-cysteine tert-butyl ester C(C)(C)(C)OC([C@@H](NC(=O)OC(C)(C)C)CS)=O